C(C)(=O)C=1C=C(C=CC1)N1C(=C2C(N(N=CC2=C1C)C1=CC=CC=C1)=O)C 6-(3-Acetylphenyl)-5,7-dimethyl-2-phenyl-2,6-dihydro-1H-pyrrolo[3,4-d]pyridazin-1-one